o-PHTHALALDEHYDE C1=CC=C(C(=C1)C=O)C=O